C(#N)C=1C(=CC(=NC1)NC(=O)N1CCCC2=CC(=C(N=C12)C=O)CN1C(CN(CC1)C)=O)NCCSC([2H])([2H])[2H] N-(5-cyano-4-((2-((methyl-d3)thio)ethyl)amino)pyridin-2-yl)-7-formyl-6-((4-methyl-2-oxopiperazin-1-yl)methyl)-3,4-dihydro-1,8-naphthyridine-1(2H)-carboxamide